N-(3-(1H-indol-1-yl)propyl)-6-methyl-2-(trifluoromethyl)thieno[2,3-d]pyrimidin-4-amine N1(C=CC2=CC=CC=C12)CCCNC=1C2=C(N=C(N1)C(F)(F)F)SC(=C2)C